N-Isopropyl-5-methyl-2-[5-(methylsulfonyl)-3,4'-bipyridin-2'-yl]-1H-imidazol-4-carboxamid C(C)(C)NC(=O)C=1N=C(NC1C)C1=NC=CC(=C1)C=1C=NC=C(C1)S(=O)(=O)C